1,4-dichloro-5,7-dihydro-6H-pyrrolo[3,4-d]pyridazine-6-carboxylic acid tert-butyl ester C(C)(C)(C)OC(=O)N1CC=2C(=NN=C(C2C1)Cl)Cl